(1-cyclopropylethyl)-2,3-dihydrobenzofuran-4-ol C1(CC1)C(C)C1OC=2C(C1)=C(C=CC2)O